3-(2-thiopheneacetylseleno)indole S1C(=CC=C1)CC(=O)[Se]C1=CNC2=CC=CC=C12